C(C=CC1=CC=CC=C1)(=O)C1=NC2=CC=CC=C2C(N1)=O 2-cinnamoylquinazolin-4(3H)-one